N1=CC=CC=2C=C3CCC(CN3C21)C#N 6,7,8,9-tetrahydropyrido[3,2-b]indolizine-8-carbonitrile